4-(2,7-dichloro-8-fluoro-pyrido[4,3-d]pyrimidin-4-yl)-1,4-oxazepane ClC=1N=C(C2=C(N1)C(=C(N=C2)Cl)F)N2CCOCCC2